C(#N)CCC(C(=O)O)C1=C(C=CC=C1)NC(C(C)N1C=C(C2=CC=C(C=C12)C(NCCOC1CCCC1)=O)C)=O 4-cyano-2-{[(2-(6-{[(2-cyclopentyloxy)ethyl]carbamoyl}-3-methyl-1H-indol-1-yl)propanoyl)amino]phenyl}butanoic acid